1-methyl-4,4'-bipyridyl iodonium salt [IH2+].CN1CC=C(C=C1)C1=CC=NC=C1